[Nd].[Pr] praseodymium neodymium salt